3-(4-bromo-2-methyl-phenyl)sulfonyl-5-fluoro-1,4-dimethyl-indole BrC1=CC(=C(C=C1)S(=O)(=O)C1=CN(C2=CC=C(C(=C12)C)F)C)C